dimethyl (2R)-2-aminopentanedioate-HCl Cl.N[C@@H](C(=O)OC)CCC(=O)OC